BrC1=CC=C(C=C1)N(N=C(C1=NC(=NC=C1C1=C(C=CC=C1)Br)NC1=CC=C(C=C1)C#N)C1=NC(=NC=C1C1=C(C=CC=C1)Br)NC1=CC=C(C=C1)C#N)C(=O)N 2-bromophenyl-2-(4-cyanophenylamino)-pyrimidin-4-ylketone-N-(4-bromophenyl) semicarbazone